(5-(cyclopropylmethyl)-3-fluoro-2-methoxyphenyl)boronic acid C1(CC1)CC=1C=C(C(=C(C1)B(O)O)OC)F